COC(/C(=C/OC)/OC1=C(C=CC(=C1)N1N=CC(=N1)C1CC1)C)=O (Z)-2-[5-(4-Cyclopropyltriazol-2-yl)-2-methyl-phenoxy]-3-methoxy-prop-2-enoic acid methyl ester